tris(2-tert-butyl-4-(3-tert-butyl-4-hydroxy-5-methylphenylthio)-5-methylphenyl) phosphite P(OC1=C(C=C(C(=C1)C)SC1=CC(=C(C(=C1)C)O)C(C)(C)C)C(C)(C)C)(OC1=C(C=C(C(=C1)C)SC1=CC(=C(C(=C1)C)O)C(C)(C)C)C(C)(C)C)OC1=C(C=C(C(=C1)C)SC1=CC(=C(C(=C1)C)O)C(C)(C)C)C(C)(C)C